ClC1=C(C=CC=C1)CC(=O)NC1=CC(=C(C=C1)C=1C=NN(C1)CC(F)F)S(N)(=O)=O 2-(2-chlorophenyl)-N-{4-[1-(2,2-difluoroethyl)-1H-pyrazol-4-yl]-3-sulfamoylphenyl}acetamide